1-methyl-N-(2-((2-(methylcarbamoyl)-2-(6-oxo-5,7-diazaspiro[2.5]octan-5-yl)-2,3-dihydro-1H-inden-5-yl)amino)-2-oxo-1-(4-(trifluoromethyl)cyclohexyl)ethyl)-1H-pyrazole-5-carboxamide CN1N=CC=C1C(=O)NC(C(=O)NC=1C=C2CC(CC2=CC1)(N1CC2(CC2)CNC1=O)C(NC)=O)C1CCC(CC1)C(F)(F)F